lithium indium chromium [Cr].[In].[Li]